methyl 4-formyl-1-methyl-pyrrolo[2,3-b]pyridine-6-carboxylate C(=O)C1=C2C(=NC(=C1)C(=O)OC)N(C=C2)C